ClC=1C=NC(=C(C(=O)NC2CCC3=CC=C(C=C23)F)C1)OC 5-Chloro-N-(6-fluoro-2,3-dihydro-1H-inden-1-yl)-2-methoxynicotinamide